ClC=1C=C(C=CC1)CN (3-chlorophenyl)-methanamine